Cl.CN(C1CCC(CC1)NC=1N=CC2=C(N1)N(C(C(=C2)C2=CC(=C(C=C2)NS(=O)(=O)C2CCCC2)F)=O)C(C)C)C N-(4-(2-(((1r,4r)-4-(dimethylamino)cyclohexyl)amino)-8-isopropyl-7-oxo-7,8-dihydropyrido[2,3-d]-pyrimidin-6-yl)-2-fluorophenyl)cyclopentanesulfonamide hydrochloride